CN1CC2=CC(=CC(=C2CC1)C)C=1N=C(C(=NC1)N)OCC1=C(C=NC=C1)C 5-(2,5-dimethyl-1,2,3,4-tetrahydroisoquinolin-7-yl)-3-((3-methylpyridin-4-yl)methoxy)pyrazin-2-amine